1-Ethyl 4-(N-(6-(8-(benzo[d]thiazol-2-ylcarbamoyl)-3,4-dihydroisoquinolin-2(1H)-yl)-3-(1-(cyclohexylmethyl)-5-methyl-1H-pyrazol-4-yl)picolinoyl)sulfamoyl)butanoate S1C(=NC2=C1C=CC=C2)NC(=O)C=2C=CC=C1CCN(CC21)C2=CC=C(C(=N2)C(=O)NS(=O)(=O)CCCC(=O)OCC)C=2C=NN(C2C)CC2CCCCC2